bis-indenyl zirconium C1(C=CC2=CC=CC=C12)[Zr]C1C=CC2=CC=CC=C12